C1(CC1)C1=CC(=NN1)C(=O)N1C[C@H]2C([C@H]2C1)C1=NOC(C1)(C)C (5-cyclopropyl-1H-pyrazol-3-yl)[(1R,5S,6r)-6-(5,5-dimethyl-4,5-dihydro-1,2-oxazol-3-yl)-3-azabicyclo[3.1.0]hex-3-yl]methanone